3-hydroxyphenylhexanoic acid OC=1C=C(C=CC1)C(C(=O)O)CCCC